NCC1=CC=C(C=C1)N 4-aminomethyl-phenylamine